2-{4-amino-1-cyclohexyl-1H-pyrazolo[3,4-d]pyrimidin-3-yl}-N-methyl-1H-indole-6-carboxamide NC1=C2C(=NC=N1)N(N=C2C=2NC1=CC(=CC=C1C2)C(=O)NC)C2CCCCC2